(R)-5-(thieno[3,2-c]pyridin-2-yl)-N-(1,1,1-trifluoropropan-2-yl)-7H-pyrrolo[2,3-d]pyrimidin-2-amine S1C(=CC=2C=NC=CC21)C2=CNC=1N=C(N=CC12)N[C@@H](C(F)(F)F)C